NC=1C2=C(N=CN1)N(C(=C2C2=CC=C(C=C2)N=S2(C=CC=C2)=O)C2=C(C=C(C=C2)NC(C(=C)C)=O)F)C([2H])([2H])[2H] N-(4-(4-amino-7-(methyl-d3)-5-(4-((1-oxo-1λ6-thiophene-1-ylidene)amino)phenyl)-7H-pyrrolo[2,3-d]pyrimidin-6-yl)-3-fluorophenyl)methacrylamide